chloromethyl (8S,9S,10R,11S,13S,14S,17R)-11,17-dihydroxy-10,13-dimethyl-3-oxo-7,8,9,11,12,14,15,16-octahydro-6H-cyclopenta[a]phenanthrene-17-carboxylate O[C@H]1C[C@@]2([C@](CC[C@H]2[C@@H]2CCC3=CC(C=C[C@@]3([C@@H]12)C)=O)(C(=O)OCCl)O)C